N[C@H]1C[C@@H](N(CC1)CC1=C2C=CN(C2=C(C=C1OC)C)C(=O)OC(C)(C)C)C1=CC=C(C=C1)C(=O)OC |r| tert-butyl (±)-4-(((trans)-4-amino-2-(4-(methoxycarbonyl) phenyl) piperidin-1-yl) methyl)-5-methoxy-7-methyl-1H-indole-1-carboxylate